3-isopropyl-5-(1,4-dioxa-7-azaspiro[4.4]nonan-7-yl)-1H-pyrrolo[3,2-b]pyridine-1-carboxylate C(C)(C)C1=CN(C=2C1=NC(=CC2)N2CC1(OCCO1)CC2)C(=O)[O-]